C(C)(C)(C)OC(=O)N1CC(CC1)NC1=CC(=NC(=N1)Cl)C(=O)OC Methyl 6-((1-(tert-butoxycarbonyl)pyrrolidin-3-yl)amino)-2-chloropyrimidine-4-carboxylate